BrC=1C(=CC(=C(C1)S(=O)(=O)N1CC2(CC2)CC1CNC1=CC=CC=C1)F)F N-((5-((5-bromo-2,4-difluorophenyl)sulfonyl)-5-azaspiro[2.4]heptan-6-yl)methyl)aniline